C(C)(C)(C)OC(=O)N1CCN(CC1)C1=C2C=CN=NC2=C(C=C1)C(NC1=NN2C(C(=NC(=C2)C)C)=C1)=O.FC1=C2C(=NC=C1N1CCOCC1)NC=C2 4-(4-fluoro-1H-pyrrolo[2,3-b]pyridin-5-yl)morpholine tert-butyl-4-[8-([4,6-dimethylpyrazolo[1,5-a]pyrazin-2-yl]carbamoyl)cinnolin-5-yl]piperazine-1-carboxylate